tert-butyl 7-(2-chloro-[1,2,4]triazolo[1,5-a]pyridin-6-yl)-9-oxa-3,7-diazabicyclo[3.3.1]nonane-3-carboxylate ClC1=NN2C(C=CC(=C2)N2CC3CN(CC(C2)O3)C(=O)OC(C)(C)C)=N1